ClC[C@H](COC1=C(C=C(C=C1)C(C)(C)C1=CC=C(C=C1)OC[C@@H](CN1C=NC=C1)O)Cl)O (S)-1-chloro-3-(2-chloro-4-(2-(4-((R)-2-hydroxy-3-(1H-imidazol-1-yl)propoxy)phenyl)propan-2-yl)phenoxy)propan-2-ol